C1C(=O)NC(=O)C(C)=C1 deazathymine